ClC=1C=C(C=CC1Cl)C=1N(C(=CC(C1C(=O)O)=O)CN1C=NC=C1C(F)(F)F)CC 2-(3,4-dichlorophenyl)-1-ethyl-4-oxo-6-[[5-(trifluoromethyl)imidazol-1-yl]methyl]pyridine-3-carboxylic acid